[B].[Bi] Bismuth Boron